(S)-8-chloro-4-((3-chloro-4-fluorophenyl)amino)-6-(((4-chlorothiophen-3-yl)(1-(1-ethylpiperidin-4-yl)-1H-1,2,3-triazol-4-yl)methyl)amino)quinoline-3-carbonitrile ClC=1C=C(C=C2C(=C(C=NC12)C#N)NC1=CC(=C(C=C1)F)Cl)N[C@H](C=1N=NN(C1)C1CCN(CC1)CC)C1=CSC=C1Cl